2-[[2,5-difluoro-4-[6-[[4-(trifluoromethyl)-2-thienyl]methoxy]-2-pyridyl]phenyl]methyl]3-[[(2S)-oxetan-2-yl]methyl]benzimidazole-5-carboxylic acid FC1=C(C=C(C(=C1)C1=NC(=CC=C1)OCC=1SC=C(C1)C(F)(F)F)F)CC=1N(C2=C(N1)C=CC(=C2)C(=O)O)C[C@H]2OCC2